tripentaerythritol valerate C(CCCC)(=O)O.OCC(CO)(COCC(CO)(COCC(CO)(CO)CO)CO)CO